CC1(OC2=CC=C(C=C2CC1)C(=O)OCC)C ethyl 2,2-dimethylchroman-6-carboxylate